N-(1-(3-(8-fluoro-5-methyl-1-oxo-1,2-dihydroisoquinolin-3-yl)propanoyl)piperidin-4-yl)cyclopropanecarboxamide Iron-Chromium-Aluminum [Al].[Cr].[Fe].FC=1C=CC(=C2C=C(NC(C12)=O)CCC(=O)N1CCC(CC1)NC(=O)C1CC1)C